5-(methylthio)-1-phenyl-1H-tetrazole CSC1=NN=NN1C1=CC=CC=C1